1-(azetidin-1-yl)-2-(3-chloro-4-(6-(1-methylcyclopropoxy)-9-((4-methylpyridin-2-yl)methyl)-9H-purin-8-yl)phenoxy)ethan-1-one N1(CCC1)C(COC1=CC(=C(C=C1)C=1N(C2=NC=NC(=C2N1)OC1(CC1)C)CC1=NC=CC(=C1)C)Cl)=O